NC=1C=C(C=C(C1)C(F)(F)F)[C@@H](C)NC1=NC(=NC2=CC=C(C=C12)N(C=1C(=C(C=CC1)CC(=O)N(C)C)OC)C)C (R)-2-(3-((4-((1-(3-amino-5-(trifluoromethyl)phenyl)ethyl)amino)-2-methylquinazolin-6-yl)(Methyl)amino)-2-methoxyphenyl)-N,N-dimethylacetamide